C(C)(C)(C)OC(=O)N1[C@@H](CCC1)C(CC(C(=O)OCC)=O)=O (S)-1-tert-Butoxycarbonyl-2-(4-ethoxy-3,4-dioxobutyryl)pyrrolidine